2,4,6-triphenyl-phenol C1(=CC=CC=C1)C1=C(C(=CC(=C1)C1=CC=CC=C1)C1=CC=CC=C1)O